perfluoro-octyl methyl sulfate S(=O)(=O)(OC(C(C(C(C(C(C(C(F)(F)F)(F)F)(F)F)(F)F)(F)F)(F)F)(F)F)(F)F)OC